C(CCCCCCCCCCCCCCCCCCCCCCCC(=O)O)(=O)O pentacosanedioic acid